FC1([C@@H](CN(C1)C)NC1=NN2C(C(=N1)OC)=C(C=C2)C=2C=NC=1N(C2)C=CN1)F (R)-N-(4,4-difluoro-1-methylpyrrolidin-3-yl)-5-(imidazo[1,2-a]pyrimidin-6-yl)-4-methoxypyrrolo[2,1-f][1,2,4]triazin-2-amine